ClC=1C=C(C(=C(OCC=2N=CSC2)C1)I)C 4-((5-Chloro-2-iodo-3-methylphenoxy)methyl)thiazole